1-(3,5-dicarboxybenzyl)-4,4'-bipyridinium C(=O)(O)C=1C=C(C[N+]2=CC=C(C=C2)C2=CC=[NH+]C=C2)C=C(C1)C(=O)O